ClC1=C(C=C(N=N1)C=1C(NC(NC1)=O)=O)C1C(C1)C1=CC=C(C=C1)F 5-(6-Chloro-5-(2-(4-fluorophenyl)cyclopropyl)pyridazin-3-yl)pyrimidine-2,4(1H,3H)-dione